F/C=C(\CNC(OC(C)(C)C)=O)/COC1=CC2=C(N=C(O2)NCCC2=CC=CC=C2)C=C1 tert-butyl (E)-(3-fluoro-2-(((2-(phenethylamino)benzo[d]oxazol-6-yl)oxy)methyl)allyl)carbamate